5-Bromo-6-ethoxy-1H-indazole BrC=1C=C2C=NNC2=CC1OCC